Bis[4-(4-amino-phenyl)phenyl]sulfolane NC1=CC=C(C=C1)C1=CC=C(C=C1)C1(S(=O)(=O)CCC1)C1=CC=C(C=C1)C1=CC=C(C=C1)N